(4-methoxyphenyl)-6-(prop-1-yn-1-yl)-N-(4-(trifluoromethoxy)phenyl)-1,3,5-triazin-2-amine COC1=CC=C(C=C1)C1=NC(=NC(=N1)C#CC)NC1=CC=C(C=C1)OC(F)(F)F